N-(1-(3,4-dichloro-phenyl)-4-methyl-pent-1-yn-3-yl)piperazine-1-carboxamide hydrochloride Cl.ClC=1C=C(C=CC1Cl)C#CC(C(C)C)NC(=O)N1CCNCC1